((1,2,3,5,6,7-hexahydro-s-indacen-4-yl)carbamoyl)-2-((R)-2-methylpyrrolidin-2-yl)ethene-1-sulfonimidamide HCl Cl.C1CCC2=C(C=3CCCC3C=C12)NC(=O)C(=C[C@@]1(NCCC1)C)S(=O)(N)=N